(R)-4-fluoro-1-((R)-4-(3-fluoroazetidin-1-yl)-2,2-dimethylpyrrolidin-1-yl)-3-(2-fluorophenyl)-6,6a,7,8,9,10-hexahydro-12H-pyrazino[2,1-c]pyrido[3,4-f][1,4]oxazepin-12-one FC1=C(N=C(C=2C(N3[C@@H](COC21)CNCC3)=O)N3C(C[C@H](C3)N3CC(C3)F)(C)C)C3=C(C=CC=C3)F